C(=O)(O)[C@H](CC(=O)N1CC2=CC(=C(C(=C2C1C)C)OCCCOC=1C=C2CN(CC2=CC1OC)C(C[C@@H](C(=O)O)C)=O)OC)C (2S)-4-(5-(3-((2-((S)-3-carboxybutanoyl)-6-methoxy-3,4-dimethylisoindolin-5-yl)oxy)propoxy)-6-methoxyisoindolin-2-yl)-2-methyl-4-oxobutanoic acid